ClC=1C=CC2=C(N(C=3N=C(C=CC3C2=O)N(C)CCN2C=NC=C2)CC(=O)[O-])C1N(C)C.[Na+] sodium 2-[8-chloro-9-(dimethylamino)-2-{[2-(imidazole-1-yl)ethyl](methyl)amino}-5-oxobenzo[b]1,8-naphthyridin-10-yl]acetate